N-(6-fluoropyridin-3-yl)-2-{[2-(isoquinolin-3-yl)-5H,6H,7H-cyclopenta[d]pyrimidin-4-yl](methyl)amino}acetamide FC1=CC=C(C=N1)NC(CN(C)C=1C2=C(N=C(N1)C=1N=CC3=CC=CC=C3C1)CCC2)=O